(2R,4R)-N-(3,4-dimethylbenzyl)-2-methyltetrahydro-2H-pyran-4-amine CC=1C=C(CN[C@H]2C[C@H](OCC2)C)C=CC1C